2'-((5-(piperazin-1-yl)pyridin-2-yl)amino)-7',8'-dihydro-6'H-spiro[cyclohexane-1,9'-pyrazino[1',2':1,5]pyrrolo[2,3-d]pyrimidin]-6'-one N1(CCNCC1)C=1C=CC(=NC1)NC=1N=CC2=C(N1)N1C(=C2)C(NCC12CCCCC2)=O